(norbornyl) acrylate C(C=C)(=O)OC12CCC(CC1)C2